NC1=NC(=CC(=N1)C=1N=NN(C1)CC1=CC=CC(=N1)N1C(COCC1)C(=O)O)C1=C(C(=CC=C1)C#N)C 4-(6-((4-(2-amino-6-(3-cyano-2-methylphenyl)pyrimidin-4-yl)-1H-1,2,3-triazol-1-yl)methyl)pyridin-2-yl)morpholine-3-carboxylic acid